(1S,3S,4S)-2-(3-chloro-4H-thieno[3,2-b]pyrrole-5-carbonyl)-N-[(1S)-1-cyano-2-[(3S)-2-oxo-3-piperidyl]ethyl]-5,5-difluoro-2-azabicyclo[2.2.2]octane-3-carboxamide ClC1=CSC2=C1NC(=C2)C(=O)N2[C@@H]1CC([C@H]([C@H]2C(=O)N[C@@H](C[C@H]2C(NCCC2)=O)C#N)CC1)(F)F